OC=1C=NN(C1)C1CN(C1)C(=O)OCCCC butyl 3-(4-hydroxypyrazol-1-yl)azetidine-1-carboxylate